N1=C(C(CC=C1)=S)C1=NC=CC=C1 bipyridinethione